N1=CC=CC2=CC(=CC=C12)C(C)=NO 1-(quinolin-6-yl)ethanone oxime